methyl 4-((5-bromopentyl)oxy)benzoate BrCCCCCOC1=CC=C(C(=O)OC)C=C1